[N+](=O)([O-])C1=CC=C(C=N1)NC1COCCC1 6-nitro-N-(tetrahydro-2H-pyran-3-yl)pyridin-3-amine